N1CC(CC1)CC(=O)OC(C)(C)C tert-butyl pyrrolidine-3-acetate